C(C)(C)(C)C1=CC(=C(C=C1O)CC(=O)NC1=CC2=C(NC(=N2)C2(CC2)C(F)(F)F)C=C1)F (4-tert-butyl-2-fluoro-5-hydroxy-phenyl)-N-[2-[1-(trifluoromethyl)cyclopropyl]-1H-benzimidazol-5-yl]acetamide